6-(1-(4-acryloyl-2,2-dimethyl-3,4-dihydro-2H-benzo[b][1,4]oxazin-6-yl)-3-amino-1H-pyrazol-4-yl)-3,4-dihydroisoquinolin-1(2H)-one C(C=C)(=O)N1C2=C(OC(C1)(C)C)C=CC(=C2)N2N=C(C(=C2)C=2C=C1CCNC(C1=CC2)=O)N